(3S)-7-((S)-4-acryloyl-2-methylpiperazin-1-yl)-9-chloro-10-(2,4-difluorophenyl)-3-(morpholinomethyl)-2H-[1,4]oxazino[2,3,4-ij]quinazolin-5(3H)-one C(C=C)(=O)N1C[C@@H](N(CC1)C1=NC(N2C3=C(C(=C(C=C13)Cl)C1=C(C=C(C=C1)F)F)OC[C@@H]2CN2CCOCC2)=O)C